NC1=CC=CC(=N1)S(=O)(=O)NC1=NC(=C(C=C1)C1CC1)C1=C(C=CC=C1)C 6-amino-N-(5-cyclopropyl-6-(o-tolyl)pyridin-2-yl)pyridine-2-sulfonamide